propyl-s-butylamine C(CC)NC(C)CC